NC1=NC=NN2C1=C(C(=N2)C2=CC=C(C=C2)NC(C=C)=O)C2=CC(=C(C=C2)OC2=NC=CC(=N2)C(F)(F)F)F N-(4-(4-amino-5-(3-fluoro-4-((4-(trifluoromethyl)pyrimidin-2-yl)oxy)phenyl)pyrazolo[5,1-f][1,2,4]triazin-6-yl)phenyl)acrylamide